(E)-3-(3-chlorophenyl)-N-(3-((E)-3-(3,5-dihydroxyphenyl)acrylamido)propyl)acrylamide ClC=1C=C(C=CC1)/C=C/C(=O)NCCCNC(\C=C\C1=CC(=CC(=C1)O)O)=O